4-α-hydroxyisopropylphenyl-n-pentyl ketone OC(C)(C)C1=CC=C(C=C1)CCCCCC(=O)CCCCCC1=CC=C(C=C1)C(C)(C)O